C(#N)C1=CC=2C(C(C=3C=C(C=C4C(C(C(=C1)C2C43)=O)=O)C#N)=O)=O 2,7-dicyanopyrene-4,5,9,10-tetraone